O=C1NC(CCC1N1C(C2=CC=C(C=C2C1=O)NCCCC1CCN(CC1)C(=O)C1=CC=C(C(=O)NC2=CC3=C(NC(=N3)CN3[C@H](CCC3)C)C=C2)C=C1)=O)=O 4-(4-(3-((2-(2,6-dioxopiperidin-3-yl)-1,3-dioxoisoindolin-5-yl)amino)propyl)piperidine-1-carbonyl)-N-(2-(((S)-2-methylpyrrolidin-1-yl)methyl)-1H-benzo[d]imidazol-5-yl)benzamide